tin copper silver [Ag].[Cu].[Sn]